Azepine-2-one N=1C(C=CC=CC1)=O